FC1=CC(=C(C=C1)N1CN(C(C2=CC=C(C=C12)C#N)=O)C1=CNC(C=C1)=O)OC 1-(4-fluoro-2-methoxyphenyl)-4-oxo-3-(6-oxo-1,6-dihydropyridin-3-yl)-1,2,3,4-tetra-hydroquinazoline-7-carbonitrile